methyl 7-(((3S,5R)-3,5-dimethylpiperidin-1-yl) methyl)-3-iodo-1-((2-(trimethylsilyl) ethoxy) methyl)-1H-pyrrolo[3,2-b]pyridine-5-carboxylate C[C@@H]1CN(C[C@@H](C1)C)CC1=C2C(=NC(=C1)C(=O)OC)C(=CN2COCC[Si](C)(C)C)I